O=C1NC(CCC1N1C(C2=CC=CC(=C2C1)CCCN1CCN(CC1)CC(=O)O)=O)=O 2-(4-(3-(2-(2,6-dioxopiperidin-3-yl)-1-oxoisoindolin-4-yl)propyl)piperazin-1-yl)acetic acid